BrC1=C(C=CC=C1)NC(=O)C1=C(C2=C(CCC3=CN(N=C23)CC2=CC=C(C=C2)C)O1)C N-(2-bromophenyl)-8-methyl-2-(4-methylbenzyl)-4,5-dihydro-2H-furo[2,3-g]indazole-7-carboxamide